C(C#C)N1N=CC(N(C1=O)CC#C)=O 2,N4-dipropargyl-1,2,4-triazine-3,5(2H,4H)-dione